C1=C(C=CC=2OC3=C(C21)CCCC3)O 6,7,8,9-tetrahydrodibenzo[b,d]furan-2-ol